(1R,4R)-4-((5-amino-8-(4-fluorophenyl)pyrido[4,3-d]pyrimidin-2-yl)amino)cyclohexan-1-ol NC1=NC=C(C=2N=C(N=CC21)NC2CCC(CC2)O)C2=CC=C(C=C2)F